(S*)-2-((3R,7R)-2-(3,4-dichlorobenzoyl)-3,7-dimethyl-10-oxo-1,3,4,7,8,10-hexahydropyrido[4',3':3,4]pyrazolo[1,5-a]pyrazin-9(2H)-yl)-2-(4-(difluoromethoxy)phenyl)-N-methylacetamide ClC=1C=C(C(=O)N2CC=3C(=NN4C3C(N(C[C@H]4C)[C@H](C(=O)NC)C4=CC=C(C=C4)OC(F)F)=O)C[C@H]2C)C=CC1Cl |o1:18|